C(C)(C)(C)OOC(C)(CCCCC(C)(C)OOC(C)(C)C)C 2,7-bis(t-butyl-peroxy)-2,7-dimethyloctane